OCCC1=CC(=NC=C1)N1C=NC=C1 3-(4-(hydroxyethyl)pyridin-2-yl)imidazol